C(CCCCCCC)(=O)[N+](C)(C(CCCCCCC)=O)C(CCCCCCC)=O trioctanoyl-methyl-ammonium